1-(3-(4-chloro-3-iodo-1H-pyrrolo[2,3-b]pyridin-5-yl)phenyl)-4-(2-methoxyacetyl)piperazin-2-one ClC1=C2C(=NC=C1C=1C=C(C=CC1)N1C(CN(CC1)C(COC)=O)=O)NC=C2I